C1(=CC=CC=C1)C(C=O)=CC=1OC=CC1 2-phenyl-3-(2-furyl)prop-2-enal